N-[[4-(4-amino-1-isobutyl-pyrazolo[3,4-D]pyrimidin-3-yl)phenyl]methyl]-2-methoxy-benzamide NC1=C2C(=NC=N1)N(N=C2C2=CC=C(C=C2)CNC(C2=C(C=CC=C2)OC)=O)CC(C)C